OC1=CC=C(C=C1)C(=C(CC)C1=CC=C(C=C1)O)C1=CC=C(OCCNCC=2C(=C3CN(C(C3=CC2)=O)C2C(NC(CC2)=O)=O)F)C=C1 3-(5-(((2-(4-(1,2-bis(4-hydroxyphenyl)but-1-en-1-yl)phenoxy)ethyl)amino)methyl)-4-fluoro-1-oxoisoindolin-2-yl)piperidine-2,6-dione